[Cl-].[Cl-].C(C)(C)(C)C1(C=C(C=C1)C(C)(C)C)[Hf+2]C1(C=C(C=C1)C(C)(C)C)C(C)(C)C bis(1,3-di-tert-butylcyclopentadienyl)hafnium dichloride